4-(cis-2-(hydroxymethyl)cyclopentylamino)-2-(methylthio)pyrimidine-5-carboxylic acid OC[C@@H]1[C@@H](CCC1)NC1=NC(=NC=C1C(=O)O)SC